ClC1=NC=CC(=N1)C1CC1 2-chloro-4-cyclopropylpyrimidine